3-benzyl-1-(trans-4-((5-cyanopyridin-2-yl)amino)cyclohexyl)-1-(4-hydroxyphenyl)urea C(C1=CC=CC=C1)NC(N(C1=CC=C(C=C1)O)[C@@H]1CC[C@H](CC1)NC1=NC=C(C=C1)C#N)=O